CCCCCCCCCCCCC/C=C/[C@H]([C@H](COP(=O)([O-])OCC[N+](C)(C)C)NC(=O)CCCCCCCCCCC/C=C\\CCCCCCCC)O The molecule is a sphingomyelin d18:1 in which the N-acyl group is specified as (13Z)-docosenoyl. It has a role as a mouse metabolite. It derives from an erucic acid.